C[C@@H]([C@@H](CCCCCCCCCC)O)O (2S,3R)-tridecane-2,3-diol